3-(5-(((1S,2S)-2-(3-(1-meth-ylpiperidin-2-yl)azetidin-1-yl)cyclohexyl)oxy)-1-oxo-isoindolin-2-yl)piperidine-2,6-dione CN1C(CCCC1)C1CN(C1)[C@@H]1[C@H](CCCC1)OC=1C=C2CN(C(C2=CC1)=O)C1C(NC(CC1)=O)=O